1-methyl-N-((3R,4S)-3-((R)-2-methylmorpholino)chroman-4-yl)-2-(trifluoromethyl)-1H-benzo[d]imidazol-7-amine CN1C(=NC2=C1C(=CC=C2)N[C@@H]2[C@H](COC1=CC=CC=C21)N2C[C@H](OCC2)C)C(F)(F)F